(±)-Tertbutyl (1-(6-(5-chloro-2-((1-(methylsulfonyl)piperidin-4-yl)amino)pyrimidin-4-yl)-8-fluoro-2-methylquinolin-4-yl)ethyl)carbamate ClC=1C(=NC(=NC1)NC1CCN(CC1)S(=O)(=O)C)C=1C=C2C(=CC(=NC2=C(C1)F)C)[C@@H](C)NC(OC(C)(C)C)=O |r|